4-chloro-2-(5-methyl-oxazol-2-yl)-1-p-toluenesulfonyl-1H-pyrrole ClC=1C=C(N(C1)S(=O)(=O)C1=CC=C(C)C=C1)C=1OC(=CN1)C